ethyl-2-methyl-1,3-dioxan-2-acetate C(C)OC(CC1(OCCCO1)C)=O